1-(4-methylphenyl)-2-propen-1-one CC1=CC=C(C=C1)C(C=C)=O